NC1(CCC(CC1)CCCC)C(=O)[O-].[Na+] sodium (1s,4s)-1-amino-4-n-butylcyclohexanoate